CC(CCN1CCC2(CCCN(C2)S(=O)(=O)C=2C=CC(=NC2)N2C(OCC2)=O)CC1)(C)C 3-(5-((9-(3,3-Dimethylbutyl)-2,9-diazaspiro[5.5]undecan-2-yl)sulfonyl)pyridin-2-yl)oxazolidin-2-one